C1(=C(C=CC=C1)C=1C2=CC=CC=C2C(=C2C=CC(=CC12)N(C=1C=CC=2N(C3=CC=CC=C3C2C1)C1=CC=CC=C1)C1=CC=CC=C1)C1=C(C=CC=C1)C1=CC=CC=C1)C1=CC=CC=C1 N-[9,10-bis(biphenyl-2-yl)-2-anthryl]-N,9-diphenyl-9H-carbazole-3-amine